C1(CCCCCC1)N(C)CC=1C=C(C=CC1)B(O)O (3-([CYCLOHEPTYL(METHYL)AMINO]METHYL)PHENYL)BORANEDIOL